C(ON1N=NC2=C1C=CC=C2)([O-])=O 1-benzotriazolyl carbonate